C(=O)O.N1CC(C1)CNC(=O)C1CCN(CC1)C(C1=C(C=C(C=C1)NC(=O)C=1N(C(=CN1)C1=C(C(=C(C=C1)OC)F)F)C)Cl)=O N-(azetidin-3-ylmethyl)-1-[2-chloro-4-[[5-(2,3-difluoro-4-methoxy-phenyl)-1-methyl-imidazole-2-carbonyl]amino]benzoyl]piperidine-4-carboxamide formate